C(CCCCCCCCC)[NH3+] Monodecylammonium